FC1=CC=C(C=C1)C=1C=C(N2C1C1=CC(=C(C=C1CC2)OC)C2=NN(C=C2)C)C(=O)N2[C@](CCC2)(C)[C@H](C)O [1-(4-fluorophenyl)-8-methoxy-9-(1-methylpyrazol-3-yl)-5,6-dihydropyrrolo[2,1-a]isoquinolin-3-yl]-[(2S)-2-[(1S)-1-hydroxyethyl]-2-methyl-pyrrolidin-1-yl]methanone